N1=C(C=CC=C1)NC1=NC=CC=N1 N-(PYRIDINYL)PYRIMIDIN-2-AMIN